C1(CC1)C1=NN2C(C=CC(=C2)CO)=C1 (2-cyclopropylpyrazolo[1,5-a]Pyridin-6-yl)methanol